(S)-3-(pyrrolidine-2-yl)pyridine N1[C@@H](CCC1)C=1C=NC=CC1